FC=1C=C2C(=C(C(N(C2=CC1)C)=O)[N+](=O)[O-])N1CCC(CC1)OC=1C=C(C#N)C=CC1 3-((1-(6-fluoro-1-methyl-3-nitro-2-oxo-1,2-dihydroquinolin-4-yl)piperidin-4-yl)oxy)benzonitrile